4-amino-3,5,6-trichloro-pyridinenitrile NC1=C(C(=NC(=C1Cl)Cl)C#N)Cl